C(#N)C([C@H](C[C@H]1C(N[C@@H](C1)C)=O)NC(OCC1=CC=CC=C1)=O)O benzyl ((2S)-1-cyano-1-hydroxy-3-((3S,5R)-5-methyl-2-oxopyrrolidin-3-yl)propan-2-yl)carbamate